(±)-cis-6-chloro-4-(3-ethoxy-4-hydroxypiperidin-1-yl)-1-methylpyrido[3,2-d]pyrimidin-2(1H)-one ClC=1C=CC=2N(C(N=C(C2N1)N1C[C@H]([C@H](CC1)O)OCC)=O)C |r|